calcium hexaboride B12B3[B-]14B5[B-]23B45.[Ca+2]